CC(=C[C@H](C)O)C (S)-4-Methyl-3-penten-2-ol